C(#N)[C@H]1N(CSC1)C(CNC(=O)C1=CC=NC2=CC=C(C=C12)N1C[C@H]([C@H](C1)F)F)=O N-(2-((R)-4-Cyanothiazolidin-3-yl)-2-oxoethyl)-6-((3R,4S)-3,4-difluoropyrrolidin-1-yl)-quinoline-4-carboxamide